(R)-2-[(2S,5S,8S,11S)-4,7,10-tris-((R)-1-carboxyethyl)-2,5,8,11-tetramethyl-1,4,7,10-tetraazacyclododecane-1-yl]propionic acid C(=O)(O)[C@@H](C)N1C[C@@H](N(C[C@@H](N(C[C@@H](N(C[C@@H]1C)[C@H](C)C(=O)O)C)[C@H](C)C(=O)O)C)[C@@H](C(=O)O)C)C